C(#N)C1=CN=C(N1)C(=O)NC=1C(=NC(=CC1)N1CC2CCCC(C1)N2C)C2=CCC(CC2)(C)C 5-Cyano-N-[2-(4,4-dimethylcyclohexen-1-yl)-6-(9-methyl-3,9-diazabicyclo[3.3.1]nonan-3-yl)-3-pyridyl]-1H-imidazole-2-carboxamide